F[B-](F)(F)F.[Ag+] silver(I) tetrafluoroborate